O=C1NC(CCC1N1C(C2=CC=C(C=C2C1=O)CCCOCCOCCOCCOCCO)=O)=O 2-(2,6-dioxo-3-piperidyl)-5-[3-[2-[2-[2-(2-hydroxyethoxy)ethoxy]ethoxy]ethoxy]propyl]isoindoline-1,3-dione